ClC=1C(=NC(=NC1)NC1=C(C=C(C(=C1)CC)N1CCC(CC1)N1CCN(CC1)C)OC)NC1=C(C=C(C(=C1)C)C)P(C)(C)=O (2-((5-chloro-2-((5-ethyl-2-methoxy-4-(4-(4-methylpiperazin-1-yl)piperidin-1-yl)phenyl)amino)pyrimidin-4-yl)amino)-4,5-dimethylphenyl)dimethylphosphine oxide